CN1CCC(CC1)N1C(CNCC1)C1=CC=C(C=C1)C=1C2=C(N=C(N1)N)NC=C2 4-(4-(1-(1-methylpiperidin-4-yl)piperazinyl)phenyl)-2-amino-7H-pyrrolo[2,3-d]pyrimidine